3-methoxy-N-methyl-4-{[3-(4-{[(1S,4S)-4-(methylamino)cyclohexyl]amino}-1-(2,2,2-trifluoro-ethyl)-1H-indol-2-yl)prop-2-yn-1-yl]amino}benzamide COC=1C=C(C(=O)NC)C=CC1NCC#CC=1N(C2=CC=CC(=C2C1)NC1CCC(CC1)NC)CC(F)(F)F